ethyl 1-((6-cyclopropylimidazo[1,2-a]pyridin-2-yl)methyl)-1H-pyrazole-4-carboxylate C1(CC1)C=1C=CC=2N(C1)C=C(N2)CN2N=CC(=C2)C(=O)OCC